tert-butyl 4-(1-methyl-7-((3-(2-(methylamino)-2-oxoethyl)phenyl) amino)-6,7-dihydro-5H-benzo[c][1,2,3]triazolo[1,5-a]azepin-9-yl)-3,6-dihydropyridine-1(2H)-carboxylate CC=1N=NN2C1C1=C(C(CC2)NC2=CC(=CC=C2)CC(=O)NC)C=C(C=C1)C=1CCN(CC1)C(=O)OC(C)(C)C